C(C=C)(=O)NC1=CC=C(C=C1)C1=C(C(=C2N1C=CN=C2)C(=O)N)C2=CC=C(C=C2)OC2CCCC2 6-(4-acrylamidophenyl)-7-(4-(cyclopentyloxy)phenyl)pyrrolo[1,2-a]pyrazine-8-carboxamide